1-butyl-4-(1,3-dioxolan-2-yl)pyridin-1-ium bromide [Br-].C(CCC)[N+]1=CC=C(C=C1)C1OCCO1